BrC=1C(=C(C(=O)NC2=CC(=CC=C2)C=2OC(=NN2)C=2OC=CC2)C=CC1)OC 3-bromo-N-(3-(5-(furan-2-yl)-1,3,4-oxadiazol-2-yl)phenyl)-2-methoxybenzamide